N-[(2S)-5-[[(1R,2S)-2-(4-Fluorophenyl)cyclopropyl]amino]-1-(4-methylpiperazin-1-yl)-1-oxopentan-2-yl]-4-(2-methyl-2H-1,2,3-triazol-4-yl)benzamide FC1=CC=C(C=C1)[C@H]1[C@@H](C1)NCCC[C@@H](C(=O)N1CCN(CC1)C)NC(C1=CC=C(C=C1)C1=NN(N=C1)C)=O